2-bromo-2-(2-bromophenyl)acetic acid methyl ester COC(C(C1=C(C=CC=C1)Br)Br)=O